rac-5-Methyl-2-(toluene-4-sulfonyl)-3,4-dihydro-2H-pyrazole-3-carboxylic acid (4,4-difluoro-cyclohexyl)-(4-methyl-benzyl)-amide FC1(CCC(CC1)N(C(=O)[C@@H]1N(N=C(C1)C)S(=O)(=O)C1=CC=C(C)C=C1)CC1=CC=C(C=C1)C)F |r|